C(#N)C=1C=C(C=NC1)[C@H]1N(OCC1)C(=O)C1CCN(CC1)C1=NC=CC(=N1)C(=O)OC Methyl 2-[4-[(3S)-3-(5-cyano-3-pyridyl)isoxazolidine-2-carbonyl]-1-piperidyl]pyrimidine-4-carboxylate